N-(1-acetylpiperidin-4-yl)-6-[6-methoxy-5-({[2-(trifluoro-methoxy)phenyl]methyl}carbamoyl)pyridin-3-yl]-1H-indazole-3-carboxamide C(C)(=O)N1CCC(CC1)NC(=O)C1=NNC2=CC(=CC=C12)C=1C=NC(=C(C1)C(NCC1=C(C=CC=C1)OC(F)(F)F)=O)OC